(E)-2-(6-(methyl(2,2,6,6-tetramethylpiperidin-4-yl)amino)pyridazin-3-yl)-5-(2-(methylsulfonyl)vinyl)phenol CN(C1=CC=C(N=N1)C1=C(C=C(C=C1)\C=C\S(=O)(=O)C)O)C1CC(NC(C1)(C)C)(C)C